3-((4-(1-(4-((2,6-dioxopiperidin-3-yl)amino)benzyl)piperidin-4-yl)phenyl)amino)-5-(piperidin-1-yl)pyrazine-2-carboxamide O=C1NC(CCC1NC1=CC=C(CN2CCC(CC2)C2=CC=C(C=C2)NC=2C(=NC=C(N2)N2CCCCC2)C(=O)N)C=C1)=O